(S)-2-(3-((t-butoxycarbonyl)amino)-2-oxobutyl)-6-chlorobenzoic acid C(C)(C)(C)OC(=O)N[C@H](C(CC1=C(C(=O)O)C(=CC=C1)Cl)=O)C